methyl-bis(oleoylaminoethyl)2-hydroxyEthyl-ammonium methyl-sulfate COS(=O)(=O)[O-].C[N+](CCO)(CCNC(CCCCCCC\C=C/CCCCCCCC)=O)CCNC(CCCCCCC\C=C/CCCCCCCC)=O